(S)-1-(morpholine-4-carbonyl)-6-azaspiro[2.5]octane-6-carboxylate N1(CCOCC1)C(=O)[C@H]1CC12CCN(CC2)C(=O)[O-]